methyl 4-(2-bromo-4-fluorophenyl)-6-(bromomethyl)-2-(4-methylthiazol-2-yl)-1,4-dihydropyrimidine-5-carboxylate BrC1=C(C=CC(=C1)F)C1N=C(NC(=C1C(=O)OC)CBr)C=1SC=C(N1)C